Benzyl (3R)-3-(8-chloroimidazo[1,5-a]pyrazin-3-yl)piperidine-1-carboxylate ClC=1C=2N(C=CN1)C(=NC2)[C@H]2CN(CCC2)C(=O)OCC2=CC=CC=C2